FC(C=1C=C(OC2=C3C=CC=NC3=CC(=C2)C=C)C=CC1)(F)F 5-[3-(trifluoromethyl)phenoxy]-7-vinyl-quinoline